3-methoxy-4'-nitro-1,1'-biphenyl COC=1C=C(C=CC1)C1=CC=C(C=C1)[N+](=O)[O-]